CC1=NN2C(C=C(C=C2)C2=C(C=CC(=N2)C#N)C=2C=NN(C2)CC(C(F)(F)F)(C)C)=N1 6-(2-methyl-[1,2,4]triazolo[1,5-a]pyridin-7-yl)-5-[1-(3,3,3-trifluoro-2,2-dimethylpropyl)-1H-pyrazol-4-yl]pyridine-2-carbonitrile